lead-boron-selenide [B]=[Se].[Pb]